(S)-N-(1-(1-cyclobutyl-5-fluoro-6-(5-fluoro-2-(trifluoromethyl)pyridin-3-yl)-1H-indol-3-yl)-2,2-difluoroethyl)cyclopropanesulfonamide C1(CCC1)N1C=C(C2=CC(=C(C=C12)C=1C(=NC=C(C1)F)C(F)(F)F)F)[C@@H](C(F)F)NS(=O)(=O)C1CC1